COC1=CC=C2C(=N1)C(CC1=C(O2)C=C(C=C1)C(=O)[O-])(C)C 2-methoxy-11,11-dimethyl-10,11-dihydrobenzo[6,7]oxepino[3,2-b]pyridine-7-carboxylate